bromo-β-(5-imidazolylidene)propionic acid BrC(C(=O)O)C=C1C=NC=N1